3-(4-((2-(1H-indol-3-yl)ethyl)amino)-8-methyl-7,8-dihydro-6H-pyrimido[5,4-b][1,4]oxazin-2-yl)pyridin-2(1H)-one N1C=C(C2=CC=CC=C12)CCNC1=NC(=NC2=C1OCCN2C)C=2C(NC=CC2)=O